C(=O)(O)CC1C(CCCC1)CC(=O)O 1,2-bis(carboxymethyl)-cyclohexane